[Si](C1=CC=CC=C1)(C1=CC=CC=C1)(C(C)(C)C)OC(C(C)N)C 3-[tert-butyl(diphenyl)silyl]oxybutan-2-amine